N-[9-[(2R,3R,4S,5S)-5-[[bis(4-methoxyphenyl)-phenyl-methoxy]methyl]-3,4-dihydroxy-5-(triisopropylsilyloxymethyl)tetrahydrofuran-2-yl]-6-oxo-1H-purin-2-yl]-2-methyl-propionamide COC1=CC=C(C=C1)C(OC[C@@]1([C@H]([C@H]([C@@H](O1)N1C=2N=C(NC(C2N=C1)=O)NC(C(C)C)=O)O)O)CO[Si](C(C)C)(C(C)C)C(C)C)(C1=CC=CC=C1)C1=CC=C(C=C1)OC